O=C1NC(CCC1N1C(C2=CC=C(C=C2C1=O)N1C2CN(CC1CC2)CC2CCN(CC2)C2=CC=C(C=C2)C(=C(CC)C2=CC=CC=C2)C2=CC=C(C=C2)O)=O)=O 2-(2,6-dioxopiperidin-3-yl)-5-(3-((1-(4-(1-(4-hydroxyphenyl)-2-phenylbut-1-ene-1-yl)phenyl)piperidin-4-yl)methyl)-3,8-diazabicyclo[3.2.1]octane-8-yl)isoindoline-1,3-dione